C(C1=CC=CC=C1)OC[C@H](NC(CC1CC(C1)(F)F)=O)C1=CC=2N(N=C1)C=C(N2)[C@@H](NC(=O)C2=CC=NN2C(C)C)C2CCC(CC2)(F)F |o1:9| N-((S)-(7-((R*)-2-(Benzyloxy)-1-(2-(3,3-difluorocyclobutyl)acetamido)ethyl)imidazo[1,2-b]pyridazin-2-yl)(4,4-difluorocyclohexyl)methyl)-1-isopropyl-1H-pyrazole-5-carboxamide